S1C=NC2=C1C=C(C=C2)NS(=O)(=O)C2=CNC1=CC(=CC=C21)Cl N-(1,3-benzothiazol-6-yl)-6-chloro-1H-indole-3-sulfonamide